5-cyano-N-(tetrahydropyran-4-yl)benzamide C(#N)C=1C=CC=C(C(=O)NC2CCOCC2)C1